CC(C=C)(CCC=C(C)C)O 3,7-Dimethylocta-1,6-dien-3-ol